C([O-])([O-])=O.[Mg+2].[Ca+2].C([O-])([O-])=O.[Ca+2] Calcium carbonat Calcium magnesium carbonat